(3R)-1-[7-(8-ethynyl-7-fluoro-3-hydroxynaphthalen-1-yl)-8-fluoro-2-{[(2R,7aS)-2-fluorotetrahydro-1H-pyrrolizin-7a(5H)-yl]methoxy}pyrido[4,3-d]pyrimidin-4-yl]-3-methylpiperidin-3-ol C(#C)C=1C(=CC=C2C=C(C=C(C12)C1=C(C=2N=C(N=C(C2C=N1)N1C[C@@](CCC1)(O)C)OC[C@]12CCCN2C[C@@H](C1)F)F)O)F